2-((5-(5-(difluoromethyl)-1,3,4-oxadiazole-2-yl)pyridine-2-yl)methyl)-4,4-dimethyl-6-(4-(oxetan-3-yl)piperazine-1-yl)isoquinoline-1,3(2H,4H)-dione FC(C1=NN=C(O1)C=1C=CC(=NC1)CN1C(C2=CC=C(C=C2C(C1=O)(C)C)N1CCN(CC1)C1COC1)=O)F